COC1=C(N)C=C(C=C1)C1=CC2=C(N=CN2)C(=C1)C1=C(C(=C(C=C1)OC)OC)OC 2-methoxy-5-[7-(2,3,4-trimethoxyphenyl)-3H-benzo[d]imidazol-5-yl]aniline